7-(7-chloro-8-fluoro-2-(((2R,7aS)-2-fluorotetrahydro-1H-pyrrolizin-7a(5H)-yl)methoxy)pyrido[4,3-d]pyrimidin-4-yl)-1-oxa-3,7-diazaspiro[4.5]decan-2-one ClC1=C(C=2N=C(N=C(C2C=N1)N1CC2(CNC(O2)=O)CCC1)OC[C@]12CCCN2C[C@@H](C1)F)F